C(C)C(=CCCC=C)CC 6-ethyl-1,5-octadiene